C(C)(C)(C)OC(=O)N(C1CC1)CC1CN(C1)C1=CC=C(C(=O)O[Na])C=C1 [4-[3-[[tert-butoxycarbonyl(cyclopropyl)amino]methyl]azetidin-1-yl]benzoyl]oxysodium